FC=1C(=C(C=NC1)NC(C=C)=O)COC N-[5-fluoro-4-(methoxymethyl)-pyridin-3-yl]prop-2-enamide